1,1'-dihydroxy-2,2'-biphenanthrene OC1=C(C=CC=2C3=CC=CC=C3C=CC12)C1=C(C=2C=CC3=CC=CC=C3C2C=C1)O